N-methyl-5,6,7,8-tetrahydro-4H-pyrazolo[1,5-a][1,4]diazepin CN1CC=C2N1CCCNC2